IC1=CN(C=2C1=NC(=CC2)/N=C/N(C)C)CCOC (E)-N'-(3-Iodo-1-(2-methoxyethyl)-1H-pyrrolo[3,2-b]pyridin-5-yl)-N,N-dimethylformimidamide